ClC1=CN=C2N1C=C(C=C2C(=O)NC=2C=NC=C(C2)C2(CC(C2)C)C2=NN=CN2C)CNC2(CC2)C 3-chloro-N-(5-((1s,3s)-3-methyl-1-(4-methyl-4H-1,2,4-triazol-3-yl)cyclobutyl)pyridin-3-yl)-6-(((1-methylcyclopropyl)amino)methyl)imidazo[1,2-a]pyridine-8-carboxamide